CC(\C=C(\CO)/C)NC1=C2NC=NC2=NC=N1 6-(E)-(1'-methyl-4-hydroxy-3-methylbut-2-en-1-ylamino)purine